[Fe].C1(=CC=CC=C1)S(=O)(=O)OCCCCCCCCCCCC.[Na] sodium dodecyl benzenesulfonate-iron salt